3,4-dihydroxy-9,10-secoandrosta-1,3,5(10)-triene-9,17-dione CC1=C(C(=C(C=C1)O)O)CC[C@H]2[C@@H]3CCC(=O)[C@]3(CCC2=O)C